bis(2-hydroxybenzyl)ethylenediamine OC1=C(CNCCNCC2=C(C=CC=C2)O)C=CC=C1